3-(2-Amino-4-methylsulfanyl-butyldisulfanyl)-2-benzyl-N-(5-ethyl-(1,3,4)-thiadiazol-2-yl)-propionamide NC(CSSCC(C(=O)NC=1SC(=NN1)CC)CC1=CC=CC=C1)CCSC